N-(2-(dimethylamino)ethyl)-4-((3-(7-(((3S,4R)-3-fluoro-1-methylpiperidin-4-yl)amino)-3-vinyl-2H-indazol-2-yl)prop-2-yn-1-yl)amino)-3-methoxy-N-methylbenzamide CN(CCN(C(C1=CC(=C(C=C1)NCC#CN1N=C2C(=CC=CC2=C1C=C)N[C@H]1[C@H](CN(CC1)C)F)OC)=O)C)C